1-(4-(6-Methyl-5-(3,4,5-trimethoxyphenyl)pyridin-3-yl)phenyl)piperazine CC1=C(C=C(C=N1)C1=CC=C(C=C1)N1CCNCC1)C1=CC(=C(C(=C1)OC)OC)OC